3,7-dimethyl-6-octen-1-ol acetate C(C)(=O)OCCC(CCC=C(C)C)C